tert-Butyl (3-(4-(4,4,5,5-tetramethyl-1,3,2-dioxaborolan-2-yl)-1H-pyrazol-1-yl)propyl)carbamate CC1(OB(OC1(C)C)C=1C=NN(C1)CCCNC(OC(C)(C)C)=O)C